FC(C1=CC=C(C(=N1)OC)[C@H]1[C@@H](O[C@]([C@H]1C)(C(F)(F)F)C)C(=O)N)F (2R,3S,4S,5R)-3-(6-(difluoromethyl)-2-methoxypyridin-3-yl)-4,5-dimethyl-5-(trifluoromethyl)tetrahydrofuran-2-carboxamide